(S)-tert-butyl 3-methyl-6-(2-(morpholinomethyl)benzo[d]thiazol-5-yl)-3,4-dihydropyridine-1(2H)-carboxylate C[C@@H]1CN(C(=CC1)C=1C=CC2=C(N=C(S2)CN2CCOCC2)C1)C(=O)OC(C)(C)C